The molecule is a member of the class of pyrazines that is pyrazine in which all four hydrogens have been replaced by methyl groups. An alkaloid extracted from Chuanxiong (Ligusticum wallichii). It has a role as an antineoplastic agent, an apoptosis inhibitor, a neuroprotective agent, a vasodilator agent, a platelet aggregation inhibitor and a bacterial metabolite. It is a member of pyrazines and an alkaloid. CC1=C(N=C(C(=N1)C)C)C